2-(PROPYLAMINO)PYRIMIDINE-5-CARBALDEHYDE C(CC)NC1=NC=C(C=N1)C=O